1-(5-((4-(6-(1H-imidazol-2-yl)-2-methylpyridin-3-yl)piperidin-1-yl)methyl)oxazol-2-yl)-3-ethylurea N1C(=NC=C1)C1=CC=C(C(=N1)C)C1CCN(CC1)CC1=CN=C(O1)NC(=O)NCC